N-((1-(cyclopentylmethyl)piperidin-4-yl)methyl)-5-(2,4-difluorophenyl)isoxazole-3-carboxamide C1(CCCC1)CN1CCC(CC1)CNC(=O)C1=NOC(=C1)C1=C(C=C(C=C1)F)F